(R)-2-(3-((6-((1-(4-(tert-butyl)phenyl)ethyl)carbamoyl)-1,2-dimethyl-1H-indol-3-yl)methyl)phenoxy)-2-methyl-propanoic acid C(C)(C)(C)C1=CC=C(C=C1)[C@@H](C)NC(=O)C1=CC=C2C(=C(N(C2=C1)C)C)CC=1C=C(OC(C(=O)O)(C)C)C=CC1